6-(((1-(pyrimidin-2-yl)ethyl)amino)methyl)pyridazin-3-ol N1=C(N=CC=C1)C(C)NCC1=CC=C(N=N1)O